rac-2-(1-{4-[(3R)-2,6-dioxopiperidin-3-yl]-3-fluorophenyl}piperidin-4-yl)acetaldehyde O=C1NC(CC[C@@H]1C1=C(C=C(C=C1)N1CCC(CC1)CC=O)F)=O |r|